N,N'-bis-t-butoxycarbonyl-3-guanidinomethyl-benzoic acid C(C)(C)(C)OC(=O)N(C(=NC(=O)OC(C)(C)C)N)CC=1C=C(C(=O)O)C=CC1